COC1=CC=C(C=C1)S(=O)(=O)N1C=C(C2=CC=CC=C12)C=NN=C(O)C1=CN(C2=CC=CC=C2C1=O)C [1-(4-Methoxybenzenesulfonyl)-1H-indol-3-ylmethylene]-1-methyl-4-oxo-1,4-dihydro-quinoline-3-carboxylic acid hydrazone